N-[1-(oxetan-3-yl)-4-piperidyl]-1H-benzimidazol-5-amine O1CC(C1)N1CCC(CC1)NC1=CC2=C(NC=N2)C=C1